(9Z,9'Z,12Z,12'Z)-2-((4-(((3-(dimethylamino)propoxy)carbonyl)oxy)hexadecanoyl)oxy)propane-1,3-diylbis(octadeca-9,12-dienoate) CN(CCCOC(=O)OC(CCC(=O)OC(CCCCCC\C=C/C\C=C/CCCCCCCC(=O)[O-])CCCCCC\C=C/C\C=C/CCCCCCCC(=O)[O-])CCCCCCCCCCCC)C